N-(1-((4-bromophenyl)sulfonyl)piperidin-4-yl)-5-(trifluoromethyl)pyridin-2-amine BrC1=CC=C(C=C1)S(=O)(=O)N1CCC(CC1)NC1=NC=C(C=C1)C(F)(F)F